4-(2-chlorobenzyl)-N-(2-methoxyphenyl)-5-oxo-4,5-dihydroimidazo[1,2-a]quinazoline-2-carboxamide ClC1=C(CN2C=3N(C4=CC=CC=C4C2=O)C=C(N3)C(=O)NC3=C(C=CC=C3)OC)C=CC=C1